cis-carane CC1CCC2C(C1)C2(C)C